2-chloro-4-ethyl-6-(4-(2-hydroxy-2-methylpropyl)-1,4-diazepan-1-yl)pyridine-3,5-dicarbonitrile ClC1=NC(=C(C(=C1C#N)CC)C#N)N1CCN(CCC1)CC(C)(C)O